C(CCCCCCCCCC)C(C(=O)OCC1=CC=CC=C1)C(=O)OCC1=CC=CC=C1 Dibenzyl 2-undecylmalonate